CCCCCCCCCCCCCCCCC(=O)O[C@H](COC(=O)CCC/C=C\C/C=C\C/C=C\C/C=C\CCCCC)COP(=O)([O-])OCC[N+](C)(C)C 1-(5Z,8Z,11Z,14Z-eicosatetraenoyl)-2-heptadecanoyl-glycero-3-phosphocholine